O1C(=CC=C1)CO (furan-2-yl)-(R/S)-methanol